C1(=CC=CC=C1)N(C1=CC=C(C=C1)C1=C2C=CC=C3C2=C(C=C1)C1=NC(=C(N=C13)C#N)C#N)C1=CC=CC=C1 3-(4-(diphenylamino)phenyl)acenaphtho[1,2-b]pyrazine-8,9-dinitrile